O=C1N(CCC(N1)=O)C1=NN(C2=CC(=CC=C12)[C@H]1[C@H](CN(CC1)C(=O)OC(C)(C)C)O)C tert-butyl (3R,4S)-4-(3-(2,4-dioxotetrahydropyrimidin-1(2H)-yl)-1-methyl-1H-indazol-6-yl)-3-hydroxypiperidine-1-carboxylate